2-(4-(Ethoxycarbonyl)benzyl)-5-(((5-methyl-2-oxo-1,3-dioxol-4-yl)methoxy)amino)-5-oxopentanoic acid C(C)OC(=O)C1=CC=C(CC(C(=O)O)CCC(=O)NOCC=2OC(OC2C)=O)C=C1